C(CS)(=O)OCC(OC(CS)=O)COC(CS)=O glycerin tris(thioglycolate)